(+/-)-4-(3-(5-amino-2-chlorophenyl)-1,4-oxazepan-4-yl)-6-methylpyrimidin-2-amine NC=1C=CC(=C(C1)[C@@H]1COCCCN1C1=NC(=NC(=C1)C)N)Cl |r|